[Si](C)(C)(C(C)(C)C)OCC1=C(C=CC(=N1)C(C(C(=O)OC(C)(C)C)(C)C)C1=C(C2=C(N(N=N2)CC2CC2)C=C1)C)C tert-Butyl 3-(6-(((tert-butyldimethylsilyl)oxy)methyl)-5-methylpyridin-2-yl)-3-(1-(cyclopropylmethyl)-4-methyl-1H-benzo[d][1,2,3]triazol-5-yl)-2,2-dimethylpropanoate